FC1CCN(CC1)CCCN1CCC2=C(C=CC=C12)C=1C(=C(COC2=CC=C(C=O)C=C2)C=CC1)C 4-(3-(1-(3-(4-fluoropiperidin-1-yl)propyl)indolin-4-yl)-2-methylbenzyloxy)benzaldehyde